ClC1=CN(C=2N=NC(=CC21)C(=O)NC2CC=1C(=CC(=NC1CC2)N2CCNCC2)F)CC 5-chloro-7-ethyl-N-[4-fluoro-2-(piperazin-1-yl)-5,6,7,8-tetrahydroquinolin-6-yl]-7H-pyrrolo[2,3-c]pyridazine-3-carboxamide